[tert-butyl(dimethyl)silyl]oxyl-2-methylpropanal [Si](C)(C)(C(C)(C)C)OC(C=O)(C)C